N1N=CC=2C1=NC=C(C2)CN2CC1=C(CC2)C(=CS1)C(=O)NC1=CC(=CC(=C1)OC(F)(F)F)F 6-((1H-Pyrazolo[3,4-b]pyridin-5-yl)methyl)-N-(3-fluoro-5-(trifluoromethoxy)phenyl)-4,5,6,7-tetrahydrothieno[2,3-c]pyridin-3-carboxamid